N1=CC=CC=2CC3=CC(=CC=C3OC12)[C@H](C(=O)O)C |r| (2RS)-2-(10H-9-oxa-1-azaanthracen-6-yl)propionic acid